N[C@H]1C2N(CC1CC2)C(=O)C=2C=CC=1N(C2)N=C(C1C)C=1N(C2=CC(=CC=C2C1)C1=C(C=CC=C1)N1C(NCC1)=O)CC1CC1 1-[2-(2-{6-[(7R)-7-Amino-2-azabicyclo[2.2.1]heptane-2-carbonyl]-3-methylpyrazolo[1,5-a]pyridin-2-yl}-1-(cyclopropylmethyl)-1H-indol-6-yl)phenyl]imidazolidin-2-one